6-(3-bromo-5-chloro-phenyl)-7-[(4-methoxyphenyl)methyl]-6-methyl-4-oxa-7-azaspiro[2.5]octan-8-one BrC=1C=C(C=C(C1)Cl)C1(COC2(CC2)C(N1CC1=CC=C(C=C1)OC)=O)C